3,4,5-Tris(dodecyloxy)benzyl 4-(4-methylpiperazin-1-yl)butanoate CN1CCN(CC1)CCCC(=O)OCC1=CC(=C(C(=C1)OCCCCCCCCCCCC)OCCCCCCCCCCCC)OCCCCCCCCCCCC